tert-butyl 3-bromo-4-iodobenzylcarbamate BrC=1C=C(CNC(OC(C)(C)C)=O)C=CC1I